3-(3-methoxyphenyl)-3-(4-sulfonylaminobenzoylamino)propionic acid sodium salt [Na+].COC=1C=C(C=CC1)C(CC(=O)[O-])NC(C1=CC=C(C=C1)N=S(=O)=O)=O